1-(3,4-dimethyl-2-(p-tolyl)-2H-pyrazolo[3,4-d]pyridazin-7-yl)-N-((1-ethylpyrrolidin-2-yl)methyl)piperidine-4-carboxamide CC=1N(N=C2C(=NN=C(C21)C)N2CCC(CC2)C(=O)NCC2N(CCC2)CC)C2=CC=C(C=C2)C